FC1(CCC(CC1)[C@H](NC(=O)[C@@H]1[C@@H](C1)F)C1=NC2=C(N1)C=CC(=C2)[C@@H](C)NC(CCC(F)(F)F)=O)F (1R,2R)-N-((S)-(4,4-Difluorocyclohexyl)(5-((R)-1-(4,4,4-trifluorobutanamido)ethyl)-1H-benzo[d]imidazol-2-yl)methyl)-2-fluorocyclopropane-1-carboxamide